4-{[(1R)-1-(4-chlorophenyl)-1-{[1-(hydroxymethyl)cyclopropyl]methoxy}-5-(2-hydroxypropan-2-yl)-3-oxo-2,3-dihydro-1H-isoindol-2-yl]methyl}benzonitrile ClC1=CC=C(C=C1)[C@@]1(N(C(C2=CC(=CC=C12)C(C)(C)O)=O)CC1=CC=C(C#N)C=C1)OCC1(CC1)CO